1-Ethyl-N-(4-((2-methoxy-4-(4-(trifluoromethyl)piperidin-1-yl)phenyl)amino)benzyl)-5-oxopyrrolidine-3-carboxamide C(C)N1CC(CC1=O)C(=O)NCC1=CC=C(C=C1)NC1=C(C=C(C=C1)N1CCC(CC1)C(F)(F)F)OC